(tetrabutoxy)propyltrisiloxane C(CCC)OC(CC(OCCCC)(OCCCC)OCCCC)[SiH2]O[SiH2]O[SiH3]